N-((6-((3R,5S)-3,5-dimethylpiperazin-1-yl)pyridin-2-yl)methyl)-5-(3-fluoropyridin-4-yl)-7H-pyrrolo[2,3-d]pyrimidin-4-amine C[C@@H]1CN(C[C@@H](N1)C)C1=CC=CC(=N1)CNC=1C2=C(N=CN1)NC=C2C2=C(C=NC=C2)F